BrC=1C=C(C=CC1)SC1CCC(CC1)NC(OC(C)(C)C)=O tert-Butyl ((1r,4r)-4-((3-bromophenyl)thio)cyclohexyl)carbamate